(S)-(4-(((2-amino-4,5,6,7-tetrahydrobenzo[d]thiazol-6-yl)(propyl)amino)methyl)piperidin-1-yl)(benzo[b]thiophen-2-yl)methanone NC=1SC2=C(N1)CC[C@@H](C2)N(CCC)CC2CCN(CC2)C(=O)C2=CC1=C(S2)C=CC=C1